3-(2-(2,4-dichlorophenyl)-5-isopropyloxazol-4-yl)-1-(4-(2-hydroxyethoxy)-3-methylphenyl)-2-methylpropan-1-ol ClC1=C(C=CC(=C1)Cl)C=1OC(=C(N1)CC(C(O)C1=CC(=C(C=C1)OCCO)C)C)C(C)C